N-(aminocarbonyl)-N-[([5-nitro-2-furanyl]methylene)amino]glycine tert-butyl-2,6-diazabicyclo[3.2.0]heptane-2-carboxylate C(C)(C)(C)C12N(CCC2NC1)C(=O)O.NC(=O)N(CC(=O)O)N=CC=1OC(=CC1)[N+](=O)[O-]